(trimethoxysilyl)propylaniline CO[Si](OC)(OC)CCCNC1=CC=CC=C1